COC1=C(NC(=O)N=C(N)N)C=CC(=C1)OC N''-(2,4-dimethoxyaniline-carbonyl)-guanidine